2-benzisothiazolinylalanine S1N(CC2=C1C=CC=C2)N[C@@H](C)C(=O)O